FC=1C(=CC(=NC1)N1N=C(C(=C1C)C(=O)N)C)OC1CN(C1)C(=O)N1N=CC[C@@H]1C1=CC(=CC=C1)F (R)-1-(5-fluoro-4-((1-(5-(3-fluorophenyl)-4,5-dihydro-1H-pyrazole-1-carbonyl)azetidin-3-yl)oxy)pyridin-2-yl)-3,5-dimethyl-1H-pyrazole-4-carboxamide